SC(C(=O)O)CC.SCCC(=O)O.SCCC(=O)O.SCCC(=O)O.SCCC(=O)O.OCC(CO)(CO)CO pentaerythritol tetrakis(3-sulfanyl propionate) sulfanylbutyrate